ClC=1C=C(C=CC1OCCCS(=O)(=O)C)C1=CN=C(O1)CSC1=NC(=CC(=C1)N)C 2-[({5-[3-chloro-4-(3-methylsulfonylpropoxy)phenyl]-1,3-oxazol-2-yl}methyl)sulfanyl]-6-methylpyridin-4-amine